COC(=CC(=O)[O-])C 3-methoxy-but-2-enoate